tert-butyl 2-chloro-4-[[5-[2,3-difluoro-4-[3-methyl-1-(2-trimethylsilylethoxymethyl)pyrazol-4-yl]phenyl]-1-methyl-imidazole-2-carbonyl]amino]benzoate ClC1=C(C(=O)OC(C)(C)C)C=CC(=C1)NC(=O)C=1N(C(=CN1)C1=C(C(=C(C=C1)C=1C(=NN(C1)COCC[Si](C)(C)C)C)F)F)C